CC1(COC1)NCC=CC(=O)N 4-((3-methyloxetan-3-yl)amino)but-2-enamide